BrC(C(=O)C1=CC(=CC(=C1)Cl)Cl)C 2-bromo-3',5'-dichloropropiophenone